C(#N)C1=CC(=NC=C1OC)C#CC1=C2C=C(N=CC2=C(N=C1)NC)NC(=O)C1CC1 N-(5-((4-cyano-5-methoxypyridin-2-yl)ethynyl)-8-(methylamino)-2,7-naphthyridin-3-yl)cyclopropanecarboxamide